CC1=CC=C(O1)CCC(C=CC=CC=C)=O 1-(5-methylfuran-2-yl)non-4,6,8-trien-3-one